OC1=CC(=C(C(=O)NCC=2OC(=NN2)C=2SC=CC2)C=C1)OC 4-hydroxy-2-methoxy-N-((5-(thiophen-2-yl)-1,3,4-oxadiazol-2-yl)methyl)benzamide